ClC1=CCOC2=CC=3N(C4=CC=CC=C4SC3C=C21)CC 4-chloro-11-ethyl-pyrano[2,3-b]phenothiazin